6-(3-amino-3-oxopropyl)-15-benzyl-12-(4-hydroxybenzyl)-9-(hydroxymethyl)-5,8,11,14,17,24-hexaoxo-4,7,10,13,16,23-hexaazatriacontanoic acid NC(CCC(C(NCCC(=O)O)=O)NC(C(NC(C(NC(C(NC(CCCCCNC(CCCCCC)=O)=O)CC1=CC=CC=C1)=O)CC1=CC=C(C=C1)O)=O)CO)=O)=O